[Si](C1=CC=CC=C1)(C1=CC=CC=C1)(C(C)(C)C)OC\C=C/CN1C(C=C(C2=C1N=C(N=C2)S(=O)(=O)C)C#C[Si](C(C)C)(C(C)C)C(C)C)=O (Z)-8-(4-((tert-butyldiphenylsilyl)oxy)but-2-en-1-yl)-2-(methylsulfonyl)-5-((triisopropylsilyl)ethynyl)pyrido[2,3-d]pyrimidin-7(8H)-one